[N+](=O)([O-])C1=C(C=CC(=C1)[N+](=O)[O-])[O-].N[N+]1=CC(=C(C=C1)C#N)OC 1-Amino-4-cyano-3-methoxypyridin-1-ium 2,4-dinitrophenolate